CP([O-])(=O)CC.CP([O-])(=O)CC.[Zn+2] zinc bis(methylethylphosphinate)